FC1=C(CN2[C@@H](CCC2=O)CC(=O)N[C@@H](C(C)C)C(=O)OCC2=CC(=C(C=C2)F)F)C=CC=C1F 3,4-Difluorobenzyl (2-((S)-1-(2,3-difluorobenzyl)-5-oxopyrrolidin-2-yl)acetyl)-L-valinate